2-(4-fluorobenzyl)-4,7-dihydro-5H-thieno[2,3-c]pyran FC1=CC=C(CC2=CC3=C(COCC3)S2)C=C1